(2E)-geranyl-diphosphate C(\C=C(/C)\CCC=C(C)C)OP([O-])(=O)OP(=O)([O-])[O-]